2-iodo-4-isocyanato-1-methylbenzene IC1=C(C=CC(=C1)N=C=O)C